ethyl 3-oxobutyrate (Ethyl-3-Oxobutanate) C(C)C(C(=O)O)C(C)=O.O=C(CC(=O)OCC)C